1-(TERT-BUTOXYCARBONYL)INDOLE-2-BORONIC ACID C(C)(C)(C)OC(=O)N1C(=CC2=CC=CC=C12)B(O)O